methyl 5-iodo-4,6-dimethyl-2-(6-azaspiro[2.5]octan-6-yl)nicotinate IC=1C(=NC(=C(C(=O)OC)C1C)N1CCC2(CC2)CC1)C